2-[[4-[3-(aminocarbonyl)-1-piperidinyl]-6-[[(3,4-dimethoxyphenyl)methyl]amino]-2-pyrimidinyl]amino]-4-methyl-5-thiazolecarboxylic acid ethyl ester C(C)OC(=O)C1=C(N=C(S1)NC1=NC(=CC(=N1)N1CC(CCC1)C(=O)N)NCC1=CC(=C(C=C1)OC)OC)C